NC=1N=C(C2=C(N1)C=CN2CC2=C(C=C(C=C2)COCC(=O)OCC)OC)NCCCCC Ethyl 2-[(4-{[2-amino-4-(pentylamino)-5H-pyrrolo[3,2-d]pyrimidin-5-yl]methyl}-3-methoxyphenyl)methoxy]acetate